bromo-5'-(2-chloroacetyl)spiro[cyclopentane-1,3'-indolin]-2'-one BrN1C(C2(C3=CC(=CC=C13)C(CCl)=O)CCCC2)=O